C(#N)CC1(CN(C1)C1CCN(CC1)S(=O)(=O)C1=C(C#N)C=CC=C1)N1N=CC(=C1)C=1C2=C(N=CN1)NC=C2 2-[(4-{3-(cyanomethyl)-3-[4-(7H-pyrrolo[2,3-d]pyrimidin-4-yl)-1H-pyrazol-1-yl]azetidin-1-yl}piperidin-1-yl)sulfonyl]benzonitrile